3-chloro-N-(3-(1-((4-chloro-3-fluorophenyl)amino)-1-oxopropan-2-yl)bicyclo[1.1.1]pentan-1-yl)benzamide ClC=1C=C(C(=O)NC23CC(C2)(C3)C(C(=O)NC3=CC(=C(C=C3)Cl)F)C)C=CC1